(1R,2R)-6-(benzyloxy)-7-chloro-2-(benzhydryl-amino)-8-fluoro-1,2,3,4-tetrahydronaphthalen-1-ol C(C1=CC=CC=C1)OC=1C=C2CC[C@H]([C@@H](C2=C(C1Cl)F)O)NC(C1=CC=CC=C1)C1=CC=CC=C1